FC1(CCN(CC1)C=1C=C(C=C2CNC(C12)=O)NC(C1=C(C=C(C=C1)NS(=O)(=O)CC)N1CCC2(CC2)CC1)=O)F N-(7-(4,4-difluoropiperidin-1-yl)-1-oxoisoindolin-5-yl)-4-(ethylsulfonamido)-2-(6-azaspiro[2.5]octan-6-yl)benzamide